CC=1C(=NC(=NC1)NC1=CC=C(C=C1)N1CCN(CC1)C(CC)=O)N1CCC2(CCNC2=O)CC1 8-(5-methyl-2-((4-(4-propionylpiperazin-1-yl)phenyl)amino)pyrimidin-4-yl)-2,8-diazaspiro[4.5]decan-1-one